C(C)(=[18O])O acetic acid-18O